N(C(=N)N)[C@@H]([C@@H](C(=O)O)C)C (2S,3R)-3-carbamimidamido-2-methylbutanoic acid